N1C(=CC2=CC=CC=C12)C(=O)N1CC=2N(CC1)N=CC2C(=O)NC2(CC2)C2=NOC(=C2)C(=O)O 3-{1-[5-(1H-indole-2-carbonyl)-4H,5H,6H,7H-pyrazolo[1,5-a]pyrazine-3-amido]cyclopropyl}-1,2-oxazole-5-carboxylic acid